C(C)(C)C=1C=C(C=C(C1N1C(=NC=C1)C=1C=C(C=CC1)N(C1=CC=CC=C1)C1=CC=CC=C1)C(C)C)C1=CC=CC=C1 N-(3-(1-(3,5-diisopropyl-[1,1'-biphenyl]-4-yl)-1H-imidazol-2-yl)phenyl)-N-phenylaniline